disodium 5-acetylamino-4-hydroxy-2,7-naphthalenedisulfonate C(C)(=O)NC1=C2C(=CC(=CC2=CC(=C1)S(=O)(=O)[O-])S(=O)(=O)[O-])O.[Na+].[Na+]